ClC1=CC=C(S1)CNC1=CC(=NN1C(=O)C=1N=CSC1)C1NCCN(C1)S(=O)(=O)C N-[(5-chlorothiophen-2-yl)methyl]-3-(4-methanesulfonylpiperazin-2-yl)-1-(1,3-thiazole-4-carbonyl)-1H-pyrazol-5-amine